BrC=1C=CC2=C(N=C(O2)C2CCN(CC2)C(C)C)C1 5-bromo-2-(1-isopropylpiperidin-4-yl)benzo[d]oxazole